2-iodobenzo[B]thiophene-4-carboxylic acid methyl ester COC(=O)C1=CC=CC=2SC(=CC21)I